C1(CC1)NC(=O)C=1C=C(C(N(C1)CC1=C(C=CC(=C1)C)F)=O)C(=O)NC N5-cyclopropyl-1-(2-fluoro-5-methylbenzyl)-N3-methyl-2-oxo-1,2-dihydropyridine-3,5-dicarboxamide